CSC1=C(C=CC=C1)P(N(P(C1=CC=C(C=C1)[Si](CCCC)(CCCC)CCCC)C1=CC=C(C=C1)[Si](CCCC)(CCCC)CCCC)C)C1=C(C=CC=C1)SC N-(bis(2-(methylthio)phenyl)phosphaneyl)-N-methyl-1,1-bis(4-(tributylsilyl)phenyl)phosphanamine